N-[(2S,3R,4S)-2-[(2,2'-difluoro-5'-methyl[1,1'-biphenyl]-3-yl)methyl]-4-fluoro-1-(oxetane-2-carbonyl)pyrrolidin-3-yl]ethanesulfonamide FC1=C(C=CC=C1C[C@@H]1N(C[C@@H]([C@@H]1NS(=O)(=O)CC)F)C(=O)C1OCC1)C1=C(C=CC(=C1)C)F